7-bromo-N-(2,2-dimethoxyethyl)-2-(4-fluorophenyl)-5H-benzo[e]pyrrolo[1,2-a][1,4]diazepin-11-amine BrC1=CC2=C(N=C(C=3N(C2)C=C(C3)C3=CC=C(C=C3)F)NCC(OC)OC)C=C1